BrC1=C(C(=CC=C1)F)C=NO N-[(2-bromo-6-fluorophenyl)methylene]hydroxylamine